(S)-N-(1-(2-chlorophenyl)ethyl)-3,6-difluoropyridin-2-amine ClC1=C(C=CC=C1)[C@H](C)NC1=NC(=CC=C1F)F